2,2-difluorobenzo[d][1,3]dioxin-5-formaldoxime FC1(OCC2=C(O1)C=CC=C2C=NO)F